N=1C=CN2C1C=CC(=C2)C=O Imidazo[1,2-a]pyridine-6-carbaldehyde